ClC1=CC(=C(CC2=NC=C(C(=N2)OC2CCN(CC2)CC2=NC3=C(C=NC(=C3)C(OC)=N)N2C[C@H]2OCC2)F)C=C1)F methyl (S)-2-((4-((2-(4-chloro-2-fluorobenzyl)-5-fluoropyrimidin-4-yl) oxy) piperidin-1-yl) methyl)-3-(oxetan-2-ylmethyl)-3H-imidazo[4,5-c]pyridine-6-carbimidate